FC(N1C=2C=3N=CC=C(CCCCC(C(NC2C=N1)=O)C)C3)F 3-(difluoromethyl)-9-methyl-3,4,7,17-tetraazatricyclo[12.3.1.02,6]Octadeca-1(18),2(6),4,14,16-pentaen-8-one